1,5-Dimethyl-3-(1-nitro-3-{[(CIS)-4-phenylcyclohexyl]oxy}propan-2-yl)-1,2-dihydropyridin-2-one CN1C(C(=CC(=C1)C)C(C[N+](=O)[O-])CO[C@@H]1CC[C@@H](CC1)C1=CC=CC=C1)=O